1-(4-chloro-3-(2-cyanopropan-2-yl)-1-phenyl-1H-pyrazol-5-yl)-3-((3S,4R)-4-(3,4-difluorophenyl)-1-(2-methoxyethyl)pyrrolidin-3-yl)urea ClC=1C(=NN(C1NC(=O)N[C@@H]1CN(C[C@H]1C1=CC(=C(C=C1)F)F)CCOC)C1=CC=CC=C1)C(C)(C)C#N